C1(=CC=CC=C1)C=1C=NN(C1)C1=NC=2N(C(=C1)N1CCOCC1)N=C(C2)C2=CC=NC=C2 4-[5-(4-phenylpyrazol-1-yl)-2-(4-pyridinyl)pyrazolo[1,5-a]pyrimidin-7-yl]morpholine